tartaric acid HBr Br.C(C(O)C(O)C(=O)O)(=O)O